5-((6-methylpyridin-3-yl)oxy)-4-(benzoylamino)thiophene-2-carboxylic acid ethyl ester C(C)OC(=O)C=1SC(=C(C1)NC(C1=CC=CC=C1)=O)OC=1C=NC(=CC1)C